C(CCC)OC(NC(COC1=CC(=C(C=C1)C)C(NC1(CC1)C1=CC(=CC2=CC=CC=C12)C=1SC=CC1)=O)C)=O Butyl(1-(4-methyl-3-((1-(3-(thiophen-2-yl)naphthalen-1-yl)cyclopropyl)carbamoyl)phenoxy)propan-2-yl)carbamate